(2S,3R,4R,E)-3,4-Diaminooctadec-5-en-1,2-diol N[C@@H]([C@@H](CO)O)[C@@H](\C=C\CCCCCCCCCCCC)N